ClC=1C=C(CN2C=CC3=CC(=CC(=C23)C(=O)NCC2=CC=C(C(=O)O)C=C2)C2=CC=CC=C2)C=CC1 4-((1-(3-Chlorobenzyl)-5-phenyl-1H-indol-7-amido)methyl)benzoic acid